propylene glycol alpha-methylbenzyl ether CC(C1=CC=CC=C1)OCC(C)O